s-triazolo(1,5-a)pyrimidine N1=CN=C2N1C=CC=N2